3-azido-5-ethyl-1-(4-methylbenzenesulfonyl)indoline N(=[N+]=[N-])C1CN(C2=CC=C(C=C12)CC)S(=O)(=O)C1=CC=C(C=C1)C